5-methyl-N-[(1s,4s)-4-{[6-chloro-2-(trifluoromethyl)quinolin-4-yl]amino}cyclohexyl]-1H-1,3-benzodiazole-6-carboxamide CC1=CC2=C(NC=N2)C=C1C(=O)NC1CCC(CC1)NC1=CC(=NC2=CC=C(C=C12)Cl)C(F)(F)F